ClC1=C(C=CC2=C1C=C(O2)C(=O)O)N2CCN(CC2)CC2=CC(=CC(=C2)Cl)Cl 4-chloro-5-[4-(3,5-dichloro-benzyl)-piperazin-1-yl]-benzofuran-2-carboxylic acid